2-Hexyldecanoic acid-8-[(1,3-dihydroxypropan-2-yl)amino]octyl ester OCC(CO)NCCCCCCCCOC(C(CCCCCCCC)CCCCCC)=O